CC1(CC2(C3=C(C(=CC=C13)C1=CC=CC=C1)C=O)CC(C1=CC=C(C(=C12)C=O)C1=CC=CC=C1)(C)C)C (R)-3,3,3',3'-tetramethyl-6,6'-diphenyl-2,2',3,3'-tetrahydro-1,1'-spirobi[indene]-7,7'-dicarbaldehyde